(E)-3-(1-hydroxycyclohexyl)acrylaldehyde OC1(CCCCC1)/C=C/C=O